C[C@@]12CC[C@@H]3[C@@]([C@H]1CC=C4[C@]2(CC[C@@]5([C@H]4CC(CC5)(C)C)C(=O)O)C)(C[C@H]([C@@H](C3(C)C)O)O)C (4aS,6aR,6aS,6bR,8aR,10R,11R,12aR,14bS)-10,11-dihydroxy-2,2,6a,6b,9,9,12a-heptamethyl-1,3,4,5,6,6a,7,8,8a,10,11,12,13,14b-tetradecahydropicene-4a-carboxylic acid